O1CCN(CC1)CCC[Si](C)(C)OC (3-morpholinopropyl)methoxydimethylsilane